8-(6-Fluoro-1-methylsulfonyl-1H-indazol-4-yl)-7-methoxy-1,4,4-trimethyl-9-(trifluoromethyl)-5H-[1,2,4]triazolo[4,3-a]quinoxaline FC1=CC(=C2C=NN(C2=C1)S(=O)(=O)C)C1=C(C=C2NC(C=3N(C2=C1C(F)(F)F)C(=NN3)C)(C)C)OC